N-cyclopropyl-5-(5-(3,5-dichlorophenyl)-5-(trifluoromethyl)-4,5-dihydroisoxazol-3-yl)-5,6-dihydro-4H-thieno[2,3-c]pyrrole-2-carboxamide C1(CC1)NC(=O)C1=CC2=C(CN(C2)C2=NOC(C2)(C(F)(F)F)C2=CC(=CC(=C2)Cl)Cl)S1